(S)-2-(2,6-Dioxopiperidin-3-yl)-5,6,7,8-tetrahydro-1H-pyrrolo[3,4-g]isoquinoline-1,3(2H)-dione O=C1NC(CC[C@@H]1N1C(C2=CC=3CCNCC3C=C2C1=O)=O)=O